P(=S)(SCCCCCCCCC)(OCCCCCCCCC)[O-].[Ba+2].C(CCCCCCCC)SP(=S)(OCCCCCCCCC)[O-] barium di(nonyl) dithiophosphate